C(C)(C)(C)OC(=O)N(C(OC(C)(C)C)=O)CCOCCOCCN(C(OC(C)(C)C)=O)C1=NC=C(N=C1)Cl tert-butyl (tert-butoxycarbonyl)(5-(5-chloropyrazin-2-yl)-2,2-dimethyl-4-oxo-3,8,11-trioxa-5-azatridecan-13-yl)carbamate